FCCCOC[C@H](CC(C)C)NC(=O)C1=NC(=C(C=C1)N1CC(C1)OC)OC[C@@H]1[C@H](C1)CO N-[(2S)-1-(3-fluoropropoxy)-4-methylpent-2-yl]-6-{[(1S,2S)-2-(hydroxymethyl)cyclopropyl]methoxy}-5-(3-methoxyazetidin-1-yl)pyridine-2-carboxamide